(1R,2S,5S)-6,6-dimethyl-N-{(2S)-4-[(2-methylpyridin-4-yl)oxy]-3-oxo-1-[(3S)-2-oxopyrrolidin-3-yl]butan-2-yl}-3-[N-(trifluoroacetyl)-L-valyl]-3-azabicyclo[3.1.0]hexane-2-carboxamide CC1([C@H]2CN([C@@H]([C@@H]12)C(=O)N[C@@H](C[C@H]1C(NCC1)=O)C(COC1=CC(=NC=C1)C)=O)C([C@@H](NC(C(F)(F)F)=O)C(C)C)=O)C